C(C1=CC=CC=C1)OC1=C(C=C(C[C@]2(C(OC[C@@H]2CC2=CC(=C(C=C2)OC)OC)=O)C)C=C1)OCCC1=CC=CC=C1 (3R,4R)-3-(4-(benzyloxy)-3-phenylethoxybenzyl)-4-(3,4-dimethoxybenzyl)-3-methyldihydrofuran-2(3H)-one